OCC(C1=CC=C(C=C1)OC(F)(F)F)NC(CCC1=NC2=C(C=NC=C2)N1CC1=CC=C(C=C1)OC(F)(F)F)=O N-[2-Hydroxy-1-(4-trifluoromethoxyphenyl)-ethyl]-3-[3-(4-trifluoromethoxybenzyl)-3H-imidazo[4,5-c]pyridin-2-yl]-propionamid